tert-butyl (6-(((1r,3S)-3-((tert-butoxycarbonyl)amino)cyclobutyl)methoxy)pyrazin-2-yl)(1-(tert-butyl)-3-((1S,3R)-3-(((4-nitrophenoxy)carbonyl)oxy)cyclopentyl)-1H-pyrazol-5-yl)carbamate C(C)(C)(C)OC(=O)NC1CC(C1)COC1=CN=CC(=N1)N(C(OC(C)(C)C)=O)C1=CC(=NN1C(C)(C)C)[C@@H]1C[C@@H](CC1)OC(=O)OC1=CC=C(C=C1)[N+](=O)[O-]